4-[3-[2-Chloro-4-[(2R)-2,4-dimethylpiperazin-1-yl]-6-fluorobenzoyl]-2,4-dihydro-1,3-benzoxazin-8-yl]-5-fluoro-2-(3-oxa-8-azabicyclo[3.2.1]oct-8-yl)benzoic acid ClC1=C(C(=O)N2COC3=C(C2)C=CC=C3C3=CC(=C(C(=O)O)C=C3F)N3C2COCC3CC2)C(=CC(=C1)N1[C@@H](CN(CC1)C)C)F